BrC1=C(C2=C(C=CC=C2C(=C1)Br)F)N 2,4-dibromo-8-fluoro-naphthalen-1-amine